tri-(3-heptyl)phosphine CCC(CCCC)P(C(CC)CCCC)C(CC)CCCC